(e)-1-(1-(3-chloro-2-(chloromethyl)-5-fluorophenyl)ethyl)piperazin-2-one (S)-tert-Butyl-4-(1-(3-chloro-5-fluoro-2-(hydroxymethyl)phenyl)ethyl)-3-oxopiperazine-1-carboxylate C(C)(C)(C)OC(=O)N1CC(N(CC1)[C@@H](C)C1=C(C(=CC(=C1)F)Cl)CO)=O.ClC=1C(=C(C=C(C1)F)C(C)N1C(CNCC1)=O)CCl